bis(5-hydroxy-4-oxohept-6-en-1-yl) hydrogen phosphate P(=O)(OCCCC(C(C=C)O)=O)(OCCCC(C(C=C)O)=O)O